C(C)(C)(C)OC(=O)N1C[C@@H]([C@H](CC1)C(C1=C(C=C(C(=C1)Cl)Cl)OCC=C)=O)C |o1:9,10| (3R,4S)-rel-4-(2-(prop-2-en-1-yloxy)-4,5-dichlorobenzoyl)-3-methylpiperidine-1-carboxylic acid tert-butyl ester